N-(6-(4-(Methylsulfonyl)piperazin-1-yl)pyridin-3-yl)-4-(6-(pyridin-3-yl)imidazo[1,2-a]pyridin-3-yl)pyrimidin-2-amine CS(=O)(=O)N1CCN(CC1)C1=CC=C(C=N1)NC1=NC=CC(=N1)C1=CN=C2N1C=C(C=C2)C=2C=NC=CC2